7-((5-((3R,4R)-4-fluoro-3-hydroxy-piperidin-1-yl)pyridin-2-yl)amino)-4-(8-fluoro-imidazo[1,2-a]pyridin-3-yl)-2,3-dihydro-1H-pyrrolo[3,4-c]pyridin-1-one F[C@H]1[C@@H](CN(CC1)C=1C=CC(=NC1)NC=1C2=C(C(=NC1)C1=CN=C3N1C=CC=C3F)CNC2=O)O